CN1N=CC(=C1C)S(=O)(=O)N1CCC(CC1)C=1C=CC=2N(C1C)N=CN2 6-(1-((1,5-dimethyl-1H-pyrazol-4-yl)sulfonyl)piperidin-4-yl)-5-methyl-[1,2,4]triazolo[1,5-a]pyridine